CN(C1=CC=C(C=C)C=C1)C 4-dimethylaminostyrene